n-butyloxy-sec-butyloxymagnesium C(CCC)O[Mg]OC(C)CC